CSC=1N=C(C2=C(N1)CNCC2)O (methylthio)-5,6,7,8-tetrahydropyrido[3,4-d]pyrimidin-4-ol